Cl.CC(C(C)N1C2C3=CC=CC=C3C1CC2)C 11-(3-Methylbutan-2-yl)-11-azatricyclo[6.2.1.02,7]undeca-2,4,6-triene hydrochloride